7-Methoxy-11-((3-methoxypropyl)amino)-6-methyl-6,11-dihydrodibenzo[c,f][1,2]thiazepine 5,5-dioxide COC1=CC=CC2=C1N(S(C1=C(C2NCCCOC)C=CC=C1)(=O)=O)C